FC1=C2CN(CC2=CC=C1)C(=O)NCC(C1=CSC=C1)NC (-)-4-fluoro-N-(2-(methylamino)-2-(thiophen-3-yl)ethyl)isoindoline-2-carboxylic acid amide